ClC1=C(C=C(C(=O)N2CCN(CC2)C2=NC3=CC=CC=C3C(N2)=O)C=C1)OCC 2-[4-(4-Chloro-3-ethoxybenzoyl)piperazin-1-yl]-3H-quinazolin-4-one